2,3,4,5-tetraethylpyrrole C(C)C=1NC(=C(C1CC)CC)CC